tert-butyl (4-methyl-3-((1-(3-(1-methyl-1H-pyrazol-4-yl)naphthalen-1-yl)ethyl)carbamoyl)benzyl)carbamate CC1=C(C=C(CNC(OC(C)(C)C)=O)C=C1)C(NC(C)C1=CC(=CC2=CC=CC=C12)C=1C=NN(C1)C)=O